CC(C)(C)NC(=O)C=C N-tert-butylacrylamide